COC1=CC=C(C=C1)C1=CC(=C(N1)SSC=1NC(=CC1C#N)C1=CC=C(C=C1)OC)C#N 2,2'-dithiobis[5-(4-methoxyphenyl)-1H-pyrrole-3-carbonitrile]